6-(1-cyanocyclopropyl)-N-(4-fluoro-2-methanesulfonylphenyl)pyridine-3-carboxamide C(#N)C1(CC1)C1=CC=C(C=N1)C(=O)NC1=C(C=C(C=C1)F)S(=O)(=O)C